ClC1=C(C(=C(C=C1OC)OC)Cl)C1=CC2=C(N=C(N=C2)NC2=C(C=CC=C2C)NC(C=C)=O)C(=N1)NC1CCOCC1 N-(2-((6-(2,6-dichloro-3,5-dimethoxyphenyl)-8-((tetrahydro-2H-pyran-4-yl)amino)pyrido[3,4-d]pyrimidin-2-yl)amino)-3-methyl-phenyl)acrylamide